N-(3-aminopropyl)-1-[2-cyano-4-(trifluoromethyl)phenyl]-4-[6-(1-methyl-1H-pyrrol-2-yl)pyridin-3-yl]piperidine-4-carboxamide NCCCNC(=O)C1(CCN(CC1)C1=C(C=C(C=C1)C(F)(F)F)C#N)C=1C=NC(=CC1)C=1N(C=CC1)C